COC(=O)C1=CC2=NC=CC(=C2S1)C=O 7-Formylthieno[3,2-b]pyridine-2-carboxylic acid methyl ester